N=1N(N=CC1)C1=C(C=C(C=N1)NC(=O)N1C2=C(OCC1)C(=CC=C2)Br)C(F)(F)F N-(6-(2H-1,2,3-triazol-2-yl)-5-(trifluoromethyl)pyridin-3-yl)-8-bromo-2,3-dihydro-4H-benzo[b][1,4]oxazine-4-carboxamide